beta-(3,4-epoxycyclohexyl)-ethyl-triethoxysilane tert-butyl-(4-((2-(4-(2,6-dioxopiperidin-3-yl)-2-fluorophenyl)-2,7-diazaspiro[3.5]nonan-7-yl)methyl)piperidin-1-yl)carbamate C(C)(C)(C)N(C(O)=O)N1CCC(CC1)CN1CCC2(CN(C2)C2=C(C=C(C=C2)C2C(NC(CC2)=O)=O)F)CC1.C1(CC2C(CC1)O2)CC[Si](OCC)(OCC)OCC